1-carboxyethyl-3-methylimidazole chlorine salt [Cl+].C(=O)([O-])C(C)C1=NC=CN1C